dimethyl 8-(((1-methylpiperidin-4-yl)methyl)amino)pentadecanedioate CN1CCC(CC1)CNC(CCCCCCC(=O)OC)CCCCCCC(=O)OC